FC1=CC=C(C=C1)CCC1C(N(C(CO1)C1=CC=C(C=C1)OC)C(=O)N)(C)C [2-(4-fluorophenyl)ethyl]-5-(4-methoxyphenyl)-3,3-dimethylmorpholine-4-carboxamide